FC=1C(=CC(=NC1)C1=NOC(=N1)C1=NC=CC=C1F)C=1C=NC=CC1C 3-(5'-fluoro-4-methyl-[3,4'-bipyridin]-2'-yl)-5-(3-fluoropyridin-2-yl)-1,2,4-oxadiazole